ClC=1C2=C(N=CN1)N(C=C2)[C@@H]2O[C@@H]([C@@]1([C@H]2OC(O1)(C)C)C)CC1=C(C(=O)OCC(CO)(CCC)C)C=CC=C1 2-methyl-2-propyl-1,3-propanediol ((3aR,4R,6R,6aR)-6-(4-chloro-7H-pyrrolo[2,3-d]pyrimidin-7-yl)-2,2,3a-trimethyltetrahydrofuro[3,4-d][1,3]dioxol-4-yl)methyl-benzoate